N1(CCOCC1)S(=O)(=O)NC1=CC=C(C=C1)C1=C2C(=NC=C1)NC=C2 4-(4-(morpholine-4-sulfonamido)phenyl)-1H-pyrrolo[2,3-b]pyridin